N-(3,3-difluorocyclobutyl)-5-(2-(((4,4-difluorocyclohexyl)methyl)amino)-7H-pyrrolo[2,3-d]pyrimidin-5-yl)pyrazolo[1,5-a]pyridine-3-carboxamide FC1(CC(C1)NC(=O)C=1C=NN2C1C=C(C=C2)C2=CNC=1N=C(N=CC12)NCC1CCC(CC1)(F)F)F